2,6-ditoluoyl-1,4-phenylene ether C=1(C(=CC=CC1)C(=O)C1=C2C(=CC(=C1)O2)C(=O)C=2C(=CC=CC2)C)C